iodonium tricumyliodonium hexafluorophosphate F[P-](F)(F)(F)(F)F.C(C)(C)(C1=CC=CC=C1)[IH+](C(C)(C)C1=CC=CC=C1)C(C)(C)C1=CC=CC=C1.[IH2+].F[P-](F)(F)(F)(F)F